NC1=NC(NC(=C1N)N)=O 4,5,6-triamino-2(1H)-pyrimidinone